FC1C(CN(C1)C(C1=CC=C(C=C1)F)=O)N1C(C=2C=CC=NC2CC1)=O 6-(4-fluoro-1-(4-fluorobenzoyl)pyrrolidin-3-yl)-7,8-dihydro-1,6-naphthyridin-5(6H)-one